5-(3'-Cyclobutoxy-3,5-difluoro-biphenyl-4-yl)-hexanoic acid C1(CCC1)OC=1C=C(C=CC1)C1=CC(=C(C(=C1)F)C(CCCC(=O)O)C)F